COC(CN1CCN(CC1)C=1C=C(C=CC1)C1=NC=CC(=C1)C1=CC=2C(NCCC2N1)=O)OC 2-[2-[3-[4-(2,2-dimethoxyethyl)piperazin-1-yl]phenyl]-4-pyridyl]-1,5,6,7-tetrahydropyrrolo[3,2-c]pyridin-4-one